4-(4-((1R,5S)-3,8-diazabicyclo[3.2.1]oct-3-yl)-2-(((2S,4R)-1-methyl-4-fluoropyrrolidin-2-yl)methoxy)-8-fluoro-5-(propynyl)pyrido[4,3-d]pyrimidin-7-yl)-5-ethynyl-6-fluoronaphthalen-2-ol [C@H]12CN(C[C@H](CC1)N2)C=2C1=C(N=C(N2)OC[C@H]2N(C[C@@H](C2)F)C)C(=C(N=C1C#CC)C1=CC(=CC2=CC=C(C(=C12)C#C)F)O)F